C(=O)O.COC1=CC=2C3=C(C=NC2C=C1OCCCN1CCCC1)CC(N3)(C)C 1-[3-({8-methoxy-2,2-dimethyl-1H,2H,3H-pyrrolo[3,2-c]quinolin-7-yl}oxy)propyl]pyrrolidine formate